C(C)(C)(CC)OOC1(CCCCC1)OOC(C)(C)CC 1,1-Di(tert-amylperoxy)cyclohexane